CC1(CCC(CC1)CN1C[C@@H](C([C@@H](C1)O)O)O)C (3S,4r,5R)-1-((4,4-dimethylcyclohexyl)methyl)piperidine-3,4,5-triol